FC1([C@H](C=2C(=CN(C2CC1)CC1=C(C#N)C=C(C=C1)F)C(F)(F)F)O)F (S)-2-((5,5-difluoro-4-hydroxy-3-(trifluoromethyl)-4,5,6,7-tetrahydro-1H-indol-1-yl)Methyl)-5-fluorobenzonitrile